prop-2-en-1-yl 4-(5-[(5-chlorothiophen-2-yl)methyl]amino-1-(2,2-dimethylpropanoyl)-4-fluoro-1H-pyrazol-3-yl)piperidine-1-carboxylate ClC1=CC=C(S1)CNC1=C(C(=NN1C(C(C)(C)C)=O)C1CCN(CC1)C(=O)OCC=C)F